ClC1=CC(=NC=N1)O[C@H]1C[C@H](N(C1)C(=O)OC(C)(C)C)C(=O)OC O1-tert-butyl O2-methyl (2S,4S)-4-(6-chloropyrimidin-4-yl)oxypyrrolidine-1,2-dicarboxylate